C(C)C1=NON=C1C1=NC2=C(N1CC=1C=NC=CC1)C=CC=C2 3-ethyl-4-[1-(pyridin-3-ylmethyl)benzoimidazol-2-yl]-1,2,5-oxadiazole